C1(CCCC1)CC(C)N(C)C 1-cyclopentyl-N,N-dimethyl-2-propylamine